C(C)(C)N(P(OCCC#N)O[C@@H](C)CCCCP(=O)(OC)OC)C(C)C 2-cyanoethyl ((S)-6-(dimethoxyphosphoryl) hex-2-yl) diisopropylphosphoramidite